C(C)C1(OC(C2=C(O1)C=CC(=C2)C=O)=O)CC 2,2-diethyl-4-oxo-4H-benzo[d][1,3]dioxin-6-carbaldehyde